O=S1(CC(C1)N)=O 1,1-dioxothietane-3-amine